alpha-azidoisobutyric acid N(=[N+]=[N-])C(C(=O)O)(C)C